C(C1=CC=CC=C1)N1N=C(C=2C1=NC=NC2N)CC2=CC=CC1=CC=CC=C21 1-benzyl-3-(naphthalen-1-ylmethyl)-1H-pyrazolo[3,4-d]pyrimidin-4-amine